2-(6,7-dihydro-5H-pyrrolo[1,2-c]imidazol-1-yl)-2-[4-fluoro-1-oxo-6-[4-(4-piperidinyl)phenyl]isoindolin-2-yl]-N-thiazol-2-yl-acetamide C1(=C2N(C=N1)CCC2)C(C(=O)NC=2SC=CN2)N2C(C1=CC(=CC(=C1C2)F)C2=CC=C(C=C2)C2CCNCC2)=O